S(=O)(=O)(ON1[C@@H]2CC[C@H](N(C1=O)C2)C(NC(C2=NC=C(C=C2F)F)=O)=N)O (2S,5R)-2-(N-(3,5-difluoropicolinoyl) carbamimidoyl)-7-oxo-1,6-diazabicyclo[3.2.1]octan-6-yl hydrogen sulfate